ClC=1C=C(C=CC1F)C(C=1NC(=C(N1)S(=O)(=O)C)C)OC1CC2C(C2C1)(F)F 2-((3-chloro-4-fluorophenyl)((6,6-difluorobicyclo[3.1.0]hexan-3-yl)oxy)methyl)-5-methyl-4-(methylsulfonyl)-1H-imidazole